8-{5-[2-(prop-1-en-2-yl)-1,3-thiazol-4-yl]pyridin-2-yl}-1,4-dioxaspiro[4.5]decan-8-ol C=C(C)C=1SC=C(N1)C=1C=CC(=NC1)C1(CCC2(OCCO2)CC1)O